C(C)[C@]12N(C=3C(=NN=C(C3)C3=C(C(=CC=C3)F)OC)NC1)C[C@@H](C2)OC2=CC(=C(C=N2)CO)C (6-(((6aR,8R)-6a-ethyl-2-(3-fluoro-2-methoxyphenyl)-5,6,6a,7,8,9-hexahydro-pyrrolo[1',2':4,5]pyrazino[2,3-c]pyridazin-8-yl)oxy)-4-methylpyridin-3-yl)methanol